N1N=C(N=C1)CN1C=NC(=C1)C1=CC=C(C=C1)F 1-((1H-1,2,4-triazol-3-yl)methyl)-4-(4-fluorophenyl)-1H-imidazole